(1S)-1-(4-Fluorophenyl)-2-morpholino-ethanamine FC1=CC=C(C=C1)[C@@H](CN1CCOCC1)N